Ethyl 3-(3-(1-cyano-2-(2-(2-fluoro-5-((6-fluoro-4-(methylthio)-1H-indol-5-yl)oxy)phenyl)-1H-imidazol-5-yl)propan-2-yl)phenyl)propanoate C(#N)CC(C)(C1=CN=C(N1)C1=C(C=CC(=C1)OC=1C(=C2C=CNC2=CC1F)SC)F)C=1C=C(C=CC1)CCC(=O)OCC